CN1C=C(C=2C(N(C=C(C21)C)C)=O)C(=O)N2CCC(CC2)OC2=NC=CC=N2 1,5,7-trimethyl-3-((4-(pyrimidin-2-yloxy)piperidin-1-yl)carbonyl)-1,5-dihydro-4H-pyrrolo[3,2-c]pyridin-4-one